2-(4-(2-(3,4-dimethoxyphenyl)-3-ethyl-1H-indol-5-yl)-3,3-dimethylpiperazin-1-yl)-N-methylethan-1-amine COC=1C=C(C=CC1OC)C=1NC2=CC=C(C=C2C1CC)N1C(CN(CC1)CCNC)(C)C